[C@H]12OC[C@H](N(C1)C=1NC(C=3C(N1)=NN(C3)C3=C(C=C(C=C3C)C3CC3)C)=O)C2 6-((1R,4R)-2-oxa-5-azabicyclo[2.2.1]hept-5-yl)-2-(4-cyclopropyl-2,6-dimethylphenyl)-2,5-dihydro-4H-pyrazolo[3,4-d]pyrimidin-4-one